BrC1=CC(=NC=C1C=COC)F 4-bromo-2-fluoro-5-(2-methoxyvinyl)pyridine